3-[2-(2-{2-[2-(2,2,2-Trifluoro-acetylamino)-ethoxy]-ethoxy}-ethoxy)-ethoxy]-propionic acid FC(C(=O)NCCOCCOCCOCCOCCC(=O)O)(F)F